C1(=CC=CC=C1)C#CC1=C(C=CC=C1)OC 2-((2-phenyl)-ethynyl)anisole